BrC=1SC(=C(N1)C1=C(C=CC(=C1)Cl)OC(F)F)NC(=O)N1CN=CC=C1 Pyrimidine-3-carboxylic acid [2-bromo-4-(5-chloro-2-difluoromethoxy-phenyl)-thiazol-5-yl]Amide